[Si](C)(C)(C(C)(C)C)OC[C@@H]1C[C@@H](CN1C1=C(C=CC(=C1)C1(CC1)C#N)[N+](=O)[O-])NC(OC(C)(C)C)=O tert-butyl ((3S,5S)-5-(((tert-butyl dimethyl silyl)oxy)methyl)-1-(5-(1-cyanocyclopropyl)-2-nitrophenyl)pyrrolidin-3-yl)carbamate